C(=O)C1=C(C(=NN1C)C(F)(F)F)C(=O)OCC ethyl 5-formyl-1-methyl-3-(trifluoromethyl)-1H-pyrazole-4-carboxylate